[Cl-].C(CCC)[N+]1=CC=CC=C1 butylpyridinium chloride salt